C(C)(C)(C)P(C(C)(C)C)C(C)(C)C tri-tert.-butylphosphine